ClC=1C(=NC2=CC(=C(C=C2N1)F)F)N1C[C@H](CC1)N(C(C(C)C)=O)CC (S)-N-(1-(3-chloro-6,7-difluoroquinoxalin-2-yl)pyrrolidin-3-yl)-N-ethylisobutyramide